6-methoxy-2-((1r,4r)-4-(methylamino)cyclohexyl)-2H-indazole-5-carboxamide hydrochloride Cl.COC=1C(=CC2=CN(N=C2C1)C1CCC(CC1)NC)C(=O)N